3-[(3-fluoro-2-methoxyphenyl)amino]-2-(3-iodopyridin-4-yl)-1H,5H,6H,7H-pyrrolo[3,2-c]pyridin-4-one FC=1C(=C(C=CC1)NC1=C(NC2=C1C(NCC2)=O)C2=C(C=NC=C2)I)OC